C(C=CCCCCCCCCCCCCCCCCC)(=O)OCC(O)CO glyceryl eicosenoate